CC(CON1N=CN=N1)C (2-methylpropoxy)-2H-1,2,3,4-tetrazol